1,3-bis[4-[2-(4-aminophenyl)]ethynylphenyl]isocyanuric acid NC1=CC=C(C=C1)C#CC1=CC=C(C=C1)N1C(=O)N(C(=O)NC1=O)C1=CC=C(C=C1)C#CC1=CC=C(C=C1)N